NC=1C(=C(C=CC1Cl)O)C 3-amino-4-chloro-2-methylphenol